C12(CC3CC(CC(C1)C3)C2)NCCCCCCCNC2=C3C(N(C(=NC3=CC=C2)C(F)(F)F)C2C(NC(CC2)=O)=O)=O 3-(5-((7-(((1s,3s)-adamantan-1-yl)amino)heptyl)amino)-4-oxo-2-(trifluoromethyl)quinazoline-3(4H)-yl)piperidine-2,6-dione